ClC=1C=CC=C2C=CC=C(C12)N1CC=2N=C(N=C(C2CC1)N(CCS(=O)(=O)\C=C\C)C)OCC12CCCN2CCC1 (E)-7-(8-chloronaphthalen-1-yl)-2-((hexahydro-1H-pyrrolizin-7a-yl)methoxy)-N-methyl-N-(2-(prop-1-en-1-ylsulfonyl)ethyl)-5,6,7,8-tetrahydropyrido[3,4-d]pyrimidin-4-amine